C(C)(C)(C)OC(=O)N1N=C(C=C1C)NC1=NC(=C2C=CC=NC2=C1)NC1C[C@H]2CC[C@@H](C1)N2C(=O)OC(C)(C)C tert-butyl (1R,3s,5S)-3-((7-((1-(tert-butoxycarbonyl)-5-methyl-1H-pyrazol-3-yl)amino)-1,6-naphthyridin-5-yl)amino)-8-azabicyclo[3.2.1]octane-8-carboxylate